{5-[(3S)-3-{[(1R)-1-(naphthalen-1-yl)ethyl]amino}tetrahydro-1H-pyrrol-1-yl]-2-(1,3-thiazepin-5-yl)phenyl}acetic acid ethyl ester C(C)OC(CC1=C(C=CC(=C1)N1C[C@H](CC1)N[C@H](C)C1=CC=CC2=CC=CC=C12)C1=CN=CSC=C1)=O